C(C)(=O)N[C@H]1CCCCNC(CC[C@H](NC([C@@H](NC1=O)CCCNC(=N)N)=O)C(=O)N[C@H](C(=O)C=1SC2=C(N1)C=CC=C2)CCCNC(=N)N)=O (2S,5S,14S)-14-acetamido-N-((S)-1-(benzo[d]thiazol-2-yl)-5-guanidino-1-oxopentan-2-yl)-2-(3-guanidinopropyl)-3,8,15-trioxo-1,4,9-triazacyclopentadecane-5-carboxamide